5-naphthalenesulfonic acid C1=CC=CC=2C(=CC=CC12)S(=O)(=O)O